Benzyl (S)-2-(cyanomethyl)-4-(2-(((S)-1-(methyl-14C)pyrrolidin-2-yl) methoxy)-5,6,7,8-tetrahydropyrido[3,4-d]pyrimidin-4-yl)piperazine-1-carboxylate C(#N)C[C@@H]1N(CCN(C1)C=1C2=C(N=C(N1)OC[C@H]1N(CCC1)[14CH3])CNCC2)C(=O)OCC2=CC=CC=C2